2-[(1-Methylazetidin-3-yl)methyl]pyrazole-3-carboxylic acid CN1CC(C1)CN1N=CC=C1C(=O)O